C(C)(C)(C)OC(=O)N1C(CCC1)C1=C(C=CC(=C1)Cl)CO (5-chloro-2-(hydroxymethyl)phenyl)pyrrolidine-1-carboxylic acid tert-butyl ester